C(C)(C)(C)P(C(C)(C)C)C(C)P(C(C)(C)C)C(C)(C)C bis(di-tert-butylphosphino)ethane